6-fluoro-3-{[3-fluoro-2-(methylaminosulfonylamino)-4-pyridyl]methyl}-7-(1,2,4-triazin-3-yloxy)-2H,3H-spiro[1,3-benzoxazine-4,1'-cyclobutan]-2-one FC=1C(=CC2=C(C1)C1(CCC1)N(C(O2)=O)CC2=C(C(=NC=C2)NS(=O)(=O)NC)F)OC=2N=NC=CN2